(2-furyl) acryloylphosphate C=CC(=O)OP(=O)(OC1=CC=CO1)OC2=CC=CO2